N1(N=CC=C1)C1=CC=C(CN(C2=CC(=CC=C2)OCCOC2=CC(=CC=C2)N(C)C)CC2=CC(=CC=C2)OC)C=C1 N-(4-(1H-pyrazol-1-yl)benzyl)-3-(2-(3-(dimethylamino)phenoxy)ethoxy)-N-(3-methoxybenzyl)aniline